4-(3,8-diazabicyclo[3.2.1]oct-3-yl)-6-(2,2-difluorocyclopropyl)pyrrolo[1,2-b]pyridazine C12CN(CC(CC1)N2)C=2C=1N(N=CC2)C=C(C1)C1C(C1)(F)F